C1=CC=CC=2C3=CC=CC=C3N(C12)CP(O)(O)=O [1-(9H-carbazol-9-yl)methyl]phosphonic acid